FC([C@@H](OC)C1=C2C(=NC=C1NC1=CC=C(C=C1)[C@@H](C(F)F)N(C(=O)C1CCS(CC1)(=O)=O)C)SC(=N2)C)F N-{(1S)-1-[4-({7-[(1S)-2,2-difluoro-1-methoxyethyl]-2-methyl[1,3]thiazolo[5,4-b]pyridin-6-yl}amino)phenyl]-2,2-difluoroethyl}-N-methyl-1,1-dioxo-1λ6-thiane-4-carboxamide